ClC=1C=C(C=C(C1OC=1C=C2CCN(C(C2=CC1)=O)C1=NC=CC=C1)Cl)N1N=CC(NC1=O)=O 2-(3,5-dichloro-4-((1-oxo-2-(pyridin-2-yl)-1,2,3,4-tetrahydroisoquinoline-6-Yl)oxy)phenyl)-1,2,4-triazine-3,5(2H,4H)-dione